ethyl (E)-7-(3-(2-methoxybenzylidene)-2,5-dioxopyrrolidinyl)heptanoate COC1=C(\C=C/2\C(N(C(C2)=O)CCCCCCC(=O)OCC)=O)C=CC=C1